C(CCCCCCC)OC(CCCCCCCCCCCCC\C=C/CCO)OCCCCCCCC (3Z)-18,18-dioctyloxy-3-octadecen-1-ol